5-fluoro-N1-(3-fluoro-4-methoxyphenyl)-2-methylbenzene-1,3-diamine FC=1C=C(C(=C(C1)NC1=CC(=C(C=C1)OC)F)C)N